N1[C@@H](CC1)C(=O)O (2S)-azetidine-2-carboxylic acid